6-((3s,4r)-3-aminotetrahydro-2H-pyran-4-yl)-7-bromo-2-chloro-N-(thiophen-2-ylmethyl)thieno[3,2-d]pyrimidine-4-amine formate salt C(=O)O.N[C@@H]1COCC[C@H]1C1=C(C=2N=C(N=C(C2S1)NCC=1SC=CC1)Cl)Br